C(COCCOCCOCCOCCCN)N 3,6,9,12-tetraoxa-1,15-pentadecanediamine